C(#N)CCN1CCN(CC1)C N-(2-cyanoethyl)-N'-methyl-piperazine